C(C)(C)(C)OC(=O)N1CC(CC1)C1=CC(=C(C=C1)C=1N=C2SC3=C(N2C1)C=C(C(=C3)C(NC3CCN(CC3)C)=O)OC)F 3-(3-fluoro-4-(6-methoxy-7-((1-methylpiperidin-4-yl)carbamoyl)benzo[d]imidazo[2,1-b]thiazol-2-yl)phenyl)pyrrolidine-1-carboxylic acid tert-butyl ester